2-[4-(benzylamino)-6-(4-carbamoyl-2-methyl-indol-1-yl)pyrrolo[2,3-b]pyridin-1-yl]acetic acid C(C1=CC=CC=C1)NC1=C2C(=NC(=C1)N1C(=CC3=C(C=CC=C13)C(N)=O)C)N(C=C2)CC(=O)O